3-[(7R)-6-{6-chloro-1H-pyrrolo[2,3-b]pyridin-4-yl}-7-methyl-5H,6H,7H,8H-pyrido[4,3-d]pyrimidin-4-yl]-6-(methanesulfonylamino)-3-azabicyclo-[3.1.0]hexane ClC1=CC(=C2C(=N1)NC=C2)N2CC1=C(N=CN=C1N1CC3C(C3C1)NS(=O)(=O)C)C[C@H]2C